N1CC(C1)OC1=CC=C(OC2=C3C=CC(=CC3=CC=C2C2=CC=C(C=C2)S(=O)(=O)C)O)C=C1 5-(4-(azetidin-3-yloxy)phenoxy)-6-(4-(methylsulfonyl)phenyl)naphthalene-2-ol